3,3'-((6-(phenylamino)-1,3,5-triazine-2,4-diyl)bis(azanediyl))diphenol C1(=CC=CC=C1)NC1=NC(=NC(=N1)NC=1C=C(C=CC1)O)NC=1C=C(C=CC1)O